ClC(SN1C(C2CC=CCC2C1=O)=O)(Cl)Cl 3a,4,7,7a-tetrahydro-2-((trichloromethyl)-thio)-1H-isoindole-1,3(2H)-dione